3,3-DIMETHYL-1-BUTENYLBORONIC ACID CC(C=CB(O)O)(C)C